NC1(CC1C=1C=CC(=C(C1)NC(=O)[C@@H]1N(CC(C1)=O)C(=O)NC1=CC=C(C=C1)Cl)F)C1=CC(=CC=C1)C#N (R)-N2-(5-(1-amino-1-(3-cyanophenyl)-3-cyclopropyl)-2-fluorophenyl)-N1-(4-chlorophenyl)-4-oxopyrrolidine-1,2-dicarboxamide